tert-Butyl (6-(4-((5-cyano-6-(2H-1,2,3-triazol-2-yl)pyridin-3-yl)carbamoyl)-5-(trifluoromethyl)-1H-pyrazol-1-yl)-3-fluoro-5-methylpyridin-2-yl)carbamate C(#N)C=1C=C(C=NC1N1N=CC=N1)NC(=O)C=1C=NN(C1C(F)(F)F)C1=C(C=C(C(=N1)NC(OC(C)(C)C)=O)F)C